C[Hf](C=1C(C2=CC(=C(C=C2C1)C)C)CCCCC)(C1(C(=C(C(=C1C)C)C)C)C)C dimethyl-pentamethylcyclopentadienyl-(1-pentyl-5,6-dimethylindenyl)hafnium